ClC=1C=C2N=C3C=CC(=CC3=C(C2=CC1)NC=1C=CC(=C(CN2CCN(CC2)CC=O)C1)O)OC 2-(4-(5-((6-chloro-2-methoxy-acridin-9-yl)-amino)-2-hydroxybenzyl)piperazin-1-yl)acetaldehyde